(12-phenyldodecylthio)propan-1-ol C1(=CC=CC=C1)CCCCCCCCCCCCSC(CC)O